ClC=1C(=C2C(=C(N(C2=CC1)CCCOC1=CC(=CC2=CC=CC=C12)SCC1=CC=C(C=C1)OC)C(=O)OCC)C)C=1C(=NN(C1C)C)CO Ethyl 5-chloro-4-(3-(hydroxymethyl)-1,5-dimethyl-1H-pyrazol-4-yl)-1-(3-((3-((4-methoxybenzyl)thio)naphthalen-1-yl)oxy)propyl)-3-methyl-1H-indole-2-carboxylate